C(C=C)(=O)N1C[C@@H](CC1)N1C(N(C=2C=NC=CC21)C2=CC=C(C=C2)OCC2=NC=CC=C2)=O (R)-1-(1-acryloylpyrrolidin-3-yl)-3-(4-(pyridin-2-ylmethoxy)phenyl)-1H-imidazo[4,5-c]pyridin-2(3H)-one